Pentaerythritol tetrakis(3-(3,5-di-t-butyl-4-hydroxyphenyl)propionate) C(C)(C)(C)C=1C=C(C=C(C1O)C(C)(C)C)CCC(=O)OCC(COC(CCC1=CC(=C(C(=C1)C(C)(C)C)O)C(C)(C)C)=O)(COC(CCC1=CC(=C(C(=C1)C(C)(C)C)O)C(C)(C)C)=O)COC(CCC1=CC(=C(C(=C1)C(C)(C)C)O)C(C)(C)C)=O